(3-amino-phenyl)-naphthalen-2-yl-methanol NC=1C=C(C=CC1)C(O)C1=CC2=CC=CC=C2C=C1